Cl.FC1=CC=C(C=C1)C1=C(OC2=CC=CC=C2C1=O)CN1CCOCC1 3-(4-fluorophenyl)-2-(morpholinomethyl)-4H-chromen-4-one hydrochloride